6-(2-chloro-3-(3-chloro-2-(2-(3-fluoropropyl)-8-methoxy-1,2,3,4-tetrahydroisoquinolin-6-yl)pyridin-4-yl)phenyl)-2-methoxynicotinaldehyde ClC1=C(C=CC=C1C1=C(C(=NC=C1)C=1C=C2CCN(CC2=C(C1)OC)CCCF)Cl)C1=NC(=C(C=O)C=C1)OC